2-(2-Chlorophenyl)-N-[(3S)-9-fluoro-2-oxo-5-phenyl-1,3-dihydro-1,4-benzodiazepin-3-yl]pyrazolo[1,5-a]pyrimidine-3-carboxamide ClC1=C(C=CC=C1)C1=NN2C(N=CC=C2)=C1C(=O)N[C@@H]1C(NC2=C(C(=N1)C1=CC=CC=C1)C=CC=C2F)=O